2-oxo-5-((S)-pyrrolidine-3-carboxamido)hexanediamide O=C(C(=O)N)CCC(C(=O)N)NC(=O)[C@@H]1CNCC1